2-(4-((2-(ethylthio)pyrimidin-5-yl)methyl)piperazin-1-yl)-5-methylbenzo[d]oxazole C(C)SC1=NC=C(C=N1)CN1CCN(CC1)C=1OC2=C(N1)C=C(C=C2)C